CN(C)CC1=CC=C(S1)C1=NC(=NC(=N1)N1CCOCC1)C=1C=C(C=CC1)O 3-(4-(5-((dimethylamino)methyl)thiophen-2-yl)-6-morpholino-1,3,5-triazin-2-yl)phenol